tert-butyl (2R,6S)-4-(4-((4-(2-(4-((1s,3s)-3-aminocyclobutoxy)phenyl)prop-2-yl)benzeneOxy)methyl)pyrimidine-2-yl)-2,6-dimethylpiperazine-1-carboxylate NC1CC(C1)OC1=CC=C(C=C1)C(C)(C)C1=CC=C(C=C1)OCC1=NC(=NC=C1)N1C[C@H](N([C@H](C1)C)C(=O)OC(C)(C)C)C